CN1C(=NC=C1)C1CCOCC1 1-methyl-2-(tetrahydro-2H-pyran-4-yl)-1H-imidazole